BrC1=CC=2N(C=C1)N=C(C2)NC(=O)[C@H]2[C@H](C2)F (1S,2S)-N-(5-bromopyrazolo[1,5-a]pyridin-2-yl)-2-fluorocyclopropane-1-carboxamide